(2S,4S)-tert-butyl 4-((2-chloropyrimidin-4-yl)oxy)-2-methylpiperidine-1-carboxylate ClC1=NC=CC(=N1)O[C@@H]1C[C@@H](N(CC1)C(=O)OC(C)(C)C)C